(R,E)-2-cyano-N-(1-(4-fluorophenyl)ethyl)-3-(5-(3-(4-methylpiperazin-1-yl)phenyl)-1H-pyrrolo[2,3-b]pyridin-3-yl)acrylamide C(#N)/C(/C(=O)N[C@H](C)C1=CC=C(C=C1)F)=C\C1=CNC2=NC=C(C=C21)C2=CC(=CC=C2)N2CCN(CC2)C